C1(CCCCC1)C[C@@H](C(=O)NC(CO)CC1C(NC2(CCC2)C1)=O)NC(OCC1=CC(=CC=C1)Cl)=O 3-chlorobenzyl ((2S)-3-cyclohexyl-1-((1-hydroxy-3-(6-oxo-5-azaspiro[3.4]octan-7-yl)propan-2-yl)amino)-1-oxopropan-2-yl)carbamate